2-(5-(3-(6-methoxypyridin-3-yl)phenyl)-1,2,4-oxadiazol-3-yl)pyrrolidine-1-carbonitrile COC1=CC=C(C=N1)C=1C=C(C=CC1)C1=NC(=NO1)C1N(CCC1)C#N